N-{[(4R)-4-cyclopropyl-2,5-dioxoimidazolidin-4-yl]methyl}-2-phenyl-2H-1,2,3-triazole-4-carboxamide C1(CC1)[C@@]1(NC(NC1=O)=O)CNC(=O)C1=NN(N=C1)C1=CC=CC=C1